7,8-dihydro-β-ionone CC1=C(C(CCC1)(C)C)CCC(=O)C